2-hydroxy-4-((6-(4-(trifluoromethyl)phenyl)-1,2,4,4a,5,6-hexahydro-3H-pyrazino[1,2-a]quinoxalin-3-yl)methyl)benzaldehyde OC1=C(C=O)C=CC(=C1)CN1CC2N(C3=CC=CC=C3N(C2)C2=CC=C(C=C2)C(F)(F)F)CC1